C1N(CC12CCNC2)C(=O)OCCCC butyl 2,7-diazaspiro[3.4]octane-2-carboxylate